ClC=1C(NN=CC1NC[C@@]1(COCCC1)F)=O (S)-4-chloro-5-(((3-fluorotetrahydro-2H-pyran-3-yl)methyl)amino)pyridazine-3(2H)-one